(3-chloro-2,4-dimethyl-5,7-dihydropyrrolo[3,4-b]pyridin-6-yl)-[(3R)-1-(6-methylpyrimidin-4-yl)pyrrolidin-3-yl]methanone ClC=1C(=C2C(=NC1C)CN(C2)C(=O)[C@H]2CN(CC2)C2=NC=NC(=C2)C)C